Bromoacetonitril BrCC#N